trans-methyl 1-amino-4-methylcycloheptanecarboxylate N[C@@]1(CC[C@H](CCC1)C)C(=O)OC